CC1=NC2=CC=CC(=C2C(N1C1C(NC(CC1)=O)=O)=O)NCC1=CC=C(C=C1)CN1CCC(CC1)N1CCOCC1 3-(2-methyl-5-((4-((4-morpholinopiperidin-1-yl)methyl)benzyl)amino)-4-oxoquinazolin-3(4H)-yl)piperidine-2,6-dione